3-chlorobenzyl ((2S)-3-cyclohexyl-1-(((2S)-4-(cyclopropylamino)-3-hydroxy-4-oxo-1-((S)-2-oxopyrrolidin-3-yl)butan-2-yl)amino)-1-oxopropan-2-yl)carbamate C1(CCCCC1)C[C@@H](C(=O)N[C@@H](C[C@H]1C(NCC1)=O)C(C(=O)NC1CC1)O)NC(OCC1=CC(=CC=C1)Cl)=O